ClC1=C(C=CC=C1)C=1NC(C=C(C1)C1=CC(=NC=C1)NC(=O)N1CCCC1)=O N-[4-[2-(2-chlorophenyl)-6-oxo-1H-pyridin-4-yl]-2-pyridyl]pyrrolidine-1-carboxamide